(E)-3-(5-(8-benzyl-2-oxa-5,8-diazaspiro[3.4]octane-5-carbonyl)thiophen-2-yl)-1-(pyridin-4-yl)prop-2-en-1-one C(C1=CC=CC=C1)N1CCN(C12COC2)C(=O)C2=CC=C(S2)/C=C/C(=O)C2=CC=NC=C2